O[C@@H](CN(CC(=O)C1CN(C1)C(=O)OCC1=CC=CC=C1)S(=O)(=O)C1=CC=C(C=C1)[N+](=O)[O-])C benzyl 3-[2-[[(2R)-2-hydroxypropyl]-(4-nitrophenyl)sulfonyl-amino]acetyl]azetidine-1-carboxylate